2-((4-Ethynylpiperidin-1-yl)methyl)-5-(3-hydroxypropyl)-6-methylpyrimidin-4-ol C(#C)C1CCN(CC1)CC1=NC(=C(C(=N1)O)CCCO)C